N-(5-ethylthiazol-2-yl)cyclopropane-1-carboxamide C(C)C1=CN=C(S1)NC(=O)C1CC1